6-chloro-5-nitro-N-(pyridin-2-ylmethyl)pyrimidin-4-amine ClC1=C(C(=NC=N1)NCC1=NC=CC=C1)[N+](=O)[O-]